OCC1CC(C1)O (1s,3s)-3-(Hydroxymethyl)cyclobutan-1-ol